BrC=1C(=C(C=O)C(=C(C1)C1CC1)F)F 3-bromo-5-cyclopropyl-2,6-difluorobenzaldehyde